tetra-aminoiron N[Fe](N)(N)N